FC1(CCC(CC1)C1=NC(=CC2=C1N=C(N(C2=O)C)C)[C@H]2C[C@@H](OCC2)C=2C=NN(C2)C)F 8-(4,4-difluorocyclohexyl)-2,3-dimethyl-6-[(2R,4R)-2-(1-methylpyrazol-4-yl)tetrahydropyran-4-yl]pyrido[3,4-d]pyrimidin-4-one